FC1=C(C=C(CC2=NNC(C3=CC=CC=C23)=O)C=C1)C(=O)N1C[C@@H](CC1)NC=1SC=CN1 (R)-4-(4-fluoro-3-(3-(thiazol-2-ylamino)pyrrolidine-1-carbonyl)benzyl)phthalazin-1(2H)-one